O(P([O-])(=O)OP(=O)([O-])[O-])C([C@@H](N)CC1=CC=C(C=C1)O)=O Tyrosyl diphosphate